3-(1-(3-chloro-N-methyl-5-(trifluoromethyl)benzamido)ethyl)pyrazine-2-carboxylic acid ClC=1C=C(C(=O)N(C)C(C)C=2C(=NC=CN2)C(=O)O)C=C(C1)C(F)(F)F